FC1=CC=C(OC2=CC=C(C=C2)C2=CC(=CC(=N2)C(=O)N)NCC2=CC=NC=C2)C=C1 6-(4-(4-fluorophenoxy)phenyl)-4-((pyridin-4-ylmethyl)amino)picolinamide